CN(C)CC1=C2C(=C(N(C2=CC=C1O)C1=CC=CC=C1)C1=CC=C(C=C1)OC)C(=O)N1CCC2(CC1)OCC1=CC=CC=C12 1'-(4-((dimethylamino)methyl)-5-hydroxy-2-(4-methoxyphenyl)-1-phenyl-1H-indole-3-carbonyl)-3H-spiro[isobenzofuran-1,4'-piperidine]